(3R,4S)-3-cyclopropyl-1-[6-[2-(difluoromethyl)-1,3-thiazol-5-yl]pyrrolo[1,2-b]pyridazin-4-yl]-4-methyl-2-oxopyrrolidine-3-carbonitrile C1(CC1)[C@]1(C(N(C[C@H]1C)C=1C=2N(N=CC1)C=C(C2)C2=CN=C(S2)C(F)F)=O)C#N